2-(5-Chloropyridin-2-yl)-6-isopropyl-3-oxo-2,3-dihydropyridazine-4-carboxylic acid ClC=1C=CC(=NC1)N1N=C(C=C(C1=O)C(=O)O)C(C)C